C(C1=CC=CC=C1)(=O)C1=CC=C(OCC(=O)NC2CCN(CC2)CC2=CC=CC=C2)C=C1 2-(4-benzoylphenoxy)-N-(1-benzylpiperidin-4-yl)acetamide